OC=1C(C(=C(C2=NC3=C(C(C(=C(C3=NC12)O)O)=O)O)O)O)=O 1,3,4,6,8,9-hexahydroxyphenazine-2,7-dione